methyl (2Z,3E)-3-((2-morpholinoethoxy)imino)-2'-oxo-[2,3'-biindolinylidene]-5'-carboxylate hydrochloride Cl.O1CCN(CC1)CCO\N=C/1\C(\NC2=CC=CC=C12)=C/1\C(NC2=CC=C(C=C12)C(=O)OC)=O